S(=O)(=O)(OCCCCCCCC)OCCCCCCCC.[Na] Sodium dioctyl sulfate